O1C=C(C2=C1C=CC=C2)C=2C=C(OC2)C(CCC(=O)O)=O 4-(4-(benzofuran-3-yl)furan-2-yl)-4-oxobutyric acid